BrC1=CC=C(C=C1)C=1NC=2N(C(C1)=O)N=CC2C(=O)OCC ethyl 5-(4-bromophenyl)-7-oxo-4,7-dihydropyrazolo[1,5-a]pyrimidine-3-carboxylate